BrC=1C=NN2C1N=CC(=C2)N2CCC(CC2)N2CCN(CC2)C 3-bromo-6-[4-(4-methylpiperazin-1-yl)-1-piperidinyl]Pyrazolo[1,5-a]Pyrimidine